NC(C)C1=CC(=C(C=C1)CC(=O)O)OCC=1C=C(C2=C(C=CO2)C1)C1=CC(=CC=C1)CN (+)-2-(4-(1-aminoethyl)-2-((7-(3-(aminomethyl)phenyl)benzofuran-5-yl)methoxy)phenyl)acetic acid